O1CCC2=C1C(=CC=C2)C=2C=C(C=CC2)C[C@H]2[C@H](CCC=1C=CN(C(C21)=O)CC)NS(=O)(=O)C |r| rac-N-[(7S,8R)-8-{[3-(2,3-dihydro-1-benzofuran-7-yl)phenyl]methyl}-2-ethyl-1-oxo-1,2,5,6,7,8-hexahydroisoquinolin-7-yl]methanesulfonamide